7-(1-(tetrahydro-2H-pyran-2-yl)-1H-pyrazol-4-yl)quinazolin-2-amine O1C(CCCC1)N1N=CC(=C1)C1=CC=C2C=NC(=NC2=C1)N